1-Methyl-2-(6-methyl-benzothiazol-2-ylamino)-1H-benzimidazole CN1C(=NC2=C1C=CC=C2)NC=2SC1=C(N2)C=CC(=C1)C